C(CCCCCC)[Si](OCCOCC)(OCCOCC)CCCCCCC diheptyl-bis-(2-ethoxyethoxy)silane